N,N-diethyl-formamide dimethyl acetal COC(N(CC)CC)OC